COC1=NC=CC(=C1)C1(CCC1)C#N 1-(2-methoxypyridin-4-yl)cyclobutane-1-carbonitrile